N-(cyclobutylmethyl)-1-[6-[[4-(1H-indazol-4-yl)triazol-1-yl]methyl]-1H-pyrrolo[3,2-c]pyridin-2-yl]methanamine C1(CCC1)CNCC1=CC=2C=NC(=CC2N1)CN1N=NC(=C1)C1=C2C=NNC2=CC=C1